(R)-2-(4-(methyl(piperidin-3-yl)amino)pyrido[3,4-d]pyridazin-1-yl)-5-(trifluoromethyl)phenol CN(C=1N=NC(=C2C1C=NC=C2)C2=C(C=C(C=C2)C(F)(F)F)O)[C@H]2CNCCC2